CC=1C(=CSC1)[C@]12[C@H](OCC(N1)=O)CCCC2 (4aR,8aR)-4a-(4-methyl-3-thiophenyl)hexahydro-2H-benzo[b][1,4]oxazin-3(4H)-one